CC(C)(C=CCC(C)C)O 2,6-dimethylhepten-2-ol